[N+](=O)([O-])C=1C(=NC=CC1)SCCN 3-Nitro-2-pyridinesulfenylethyl-amine